5-(piperidin-1-yl)pyrimidine-2,4(1H,3H)-dione N1(CCCCC1)C=1C(NC(NC1)=O)=O